F[C@H]1[C@H](C1)N1C(C(=CC=C1)NC(=O)C1=CC2=CN(N=C2C=C1OC(C)C)C1CCN(CC1)C(=O)OC(C)(C)C)=O tert-butyl 4-[5-[[1-[(1S,2R)-2-fluorocyclopropyl]-2-oxo-3-pyridyl]carbamoyl]-6-isopropoxy-indazol-2-yl]piperidine-1-carboxylate